aminothiazoleN C1CSN=C1N